(R)-1-acetyl-4-(5-(benzyloxy)-1H-indole-2-carbonyl)piperazine-2-carboxylic acid C(C)(=O)N1[C@H](CN(CC1)C(=O)C=1NC2=CC=C(C=C2C1)OCC1=CC=CC=C1)C(=O)O